C(C)(=O)N1CCN(CC1)C1=CC=C(C=N1)C1=CN=C(C(=N1)C(=O)O[C@@H](C(=O)NC1=CC=C(C=C1)F)C1=CC=CC=C1)N (R)-2-((4-fluorophenyl)amino)-2-oxo-1-phenylethyl 6-(6-(4-acetylpiperazin-1-yl) pyridin-3-yl)-3-aminopyrazine-2-carboxylate